IC1=CN(C2=NC=C(C=C21)[N+](=O)[O-])C([2H])([2H])[2H] 3-iodo-5-nitro-1-(trideuteriomethyl)pyrrolo[2,3-b]pyridine